(2-aminoethoxy)(tert-butyl)diphenylsilane NCCO[Si](C1=CC=CC=C1)(C1=CC=CC=C1)C(C)(C)C